NC1=CC(=CC(=N1)N[C@@H]1CN(CCC1)C(=O)OC(C)(C)C)OC tert-Butyl (S)-3-((6-amino-4-methyloxypyridin-2-yl)amino)piperidine-1-carboxylate